N-((1-(2,4-difluorophenyl)-1,2,3,4-tetrahydroquinolin-3-yl)methyl)acrylamide FC1=C(C=CC(=C1)F)N1CC(CC2=CC=CC=C12)CNC(C=C)=O